C(C)(C)(C)OC(NC1=C(OC2=C1C=CC=C2)C=O)=O N-(2-formyl-1-benzofuran-3-yl)carbamic acid tert-butyl ester